7-hydroxy-3-(4-methoxybenzyl)-5-methyl-3,5-dihydro-4H-pyridazino[4,5-b]indol-4-one OC=1C=CC=2C3=C(N(C2C1)C)C(N(N=C3)CC3=CC=C(C=C3)OC)=O